N,N-dimethyl-1-[6-[4-(1-tetrahydropyran-2-ylpyrazol-4-yl)-1,3-benzothiazol-7-yl]-1,2,4-triazin-3-yl]pyrrolidin-3-amine CN(C1CN(CC1)C=1N=NC(=CN1)C1=CC=C(C=2N=CSC21)C=2C=NN(C2)C2OCCCC2)C